CC1(OCC(O1)CNO)C N-((2,2-dimethyl-1,3-dioxolan-4-yl)methyl)hydroxylamine